ON=C(CCC1=CC=CC=C1)N N'-hydroxy-3-phenylpropionamidine